NC1=C(C(NC2=C(C=CC=C12)C=1C=NC=CC1OC)=O)C(=O)NCCCF 4-amino-N-(3-fluoropropyl)-8-(4-methoxy-3-pyridinyl)-2-oxo-1H-quinoline-3-carboxamide